hexanepentol C(C(CCCC)(O)O)(O)(O)O